3-((tert-butyldimethylsilyl)oxy)-8-((tetrahydro-2H-pyran-4-yl)oxy)-6H-benzo[c]chromen-6-one [Si](C)(C)(C(C)(C)C)OC1=CC=C2C3=C(C(OC2=C1)=O)C=C(C=C3)OC3CCOCC3